2-methyl-N-[(1S)-1-[3-(4-methyl-5-oxo-1,3,4-oxadiazin-2-yl)pyrazin-2-yl]ethyl]propane-2-sulfinamide CC(C)(C)S(=O)N[C@@H](C)C1=NC=CN=C1C=1OCC(N(N1)C)=O